N-(2-(3-bromo-7-(2-methoxyethoxy)naphthalen-1-yl)ethyl)acetamide BrC=1C=C(C2=CC(=CC=C2C1)OCCOC)CCNC(C)=O